Methyl 3-methoxy-4-oxo-5-((2,4,6-trifluorobenzyl)carbamoyl)-4H-pyran-2-carboxylate COC1=C(OC=C(C1=O)C(NCC1=C(C=C(C=C1F)F)F)=O)C(=O)OC